CC=1NC=2N(C(C1CC=1OC=CN1)=O)N=C(C2N2CCCCC2)C2=CC=CC=C2 5-methyl-6-(oxazol-2-ylmethyl)-2-phenyl-3-(piperidin-1-yl)pyrazolo[1,5-a]pyrimidin-7(4H)-one